(4-oxo-5-((1-tosylpiperidin-4-yl)methoxy)-4H-pyran-2-yl)methyl methanesulfonate CS(=O)(=O)OCC=1OC=C(C(C1)=O)OCC1CCN(CC1)S(=O)(=O)C1=CC=C(C)C=C1